C1(CC1)C([C@@H](C(=O)NC1=C(C=C(C=C1)C(C(NCC(F)(F)F)=O)CO)F)NC(=O)C1=CC=NN1C(C)C)C1CC1 N-((2S)-1,1-dicyclopropyl-3-((2-fluoro-4-(3-hydroxy-1-oxo-1-((2,2,2-trifluoroethyl)amino)propan-2-yl)phenyl)amino)-3-oxopropan-2-yl)-1-isopropyl-1H-pyrazole-5-carboxamide